BrC(C)C1=NC=CC=C1 2-(1-bromoethyl)pyridine